[Cl-].C(CCCCCCC\C=C/CCCCCCCC)OC(C[N+](C)(C)C)COCCCCCCCC\C=C/CCCCCCCC N-(2,3-dioleyloxypropyl)-N,N,N-trimethyl-ammonium chloride